N-{[4-(piperidine-1-sulfonyl)phenyl]methyl}-1,6-naphthyridine-2-carboxamide N1(CCCCC1)S(=O)(=O)C1=CC=C(C=C1)CNC(=O)C1=NC2=CC=NC=C2C=C1